(8Z)-8-pentadecenyl-lithium C(CCCCCC\C=C/CCCCCC)[Li]